5-acetyl-3-chloro-2,7-dimethylisoquinolin-1-one C(C)(=O)C1=C2C=C(N(C(C2=CC(=C1)C)=O)C)Cl